1-(2,2-difluorovinyl)-4-isopropylbenzene FC(=CC1=CC=C(C=C1)C(C)C)F